(R)-N-(4-((3-chloro-2-fluorophenyl)amino)-7-((1,3-dimethylpyrrolidin-3-yl)ethynyl)quinazolin-6-yl)acrylamide ClC=1C(=C(C=CC1)NC1=NC=NC2=CC(=C(C=C12)NC(C=C)=O)C#C[C@@]1(CN(CC1)C)C)F